ClC1=NC=CC(=N1)C1=CC=CC2=CC=CC=C12 2-chloro-4-(naphthalen-1-yl)pyrimidine